bis[(aminophenoxy)phenyl]hexafluoropropane NC1=C(OC2=C(C=CC=C2)C(C(F)(F)F)(C(F)(F)F)C2=C(C=CC=C2)OC2=C(C=CC=C2)N)C=CC=C1